2-(3-(bicyclo[2.2.1]hept-2-yl)-5-methylphenyl)-4,4,5,5-tetramethyl-1,3,2-dioxaborolane C12C(CC(CC1)C2)C=2C=C(C=C(C2)C)B2OC(C(O2)(C)C)(C)C